FC1=C(C=CC=C1)C1=CC=C(C=C1)CC=1C(=C(SC1C)C)C(=O)NC1CC2(CC(C2)C(=O)O)C1 6-(4-((2'-fluoro-[1,1'-biphenyl]-4-yl)methyl)-2,5-dimethylthiophene-3-carboxamido)spiro[3.3]heptane-2-carboxylic acid